3-hydroxy-3-(trifluoromethyl)indolin-2-one OC1(C(NC2=CC=CC=C12)=O)C(F)(F)F